C(=O)(O)N[C@H]([C@@H](O)C(=O)O)C1=CC=CC=C1 (2R,3S)-N-carboxy-3-phenylisoserine